CC1=CC(=NN1)NC(=O)C=1SC=CC1 N-(5-methyl-1H-pyrazol-3-yl)thiophene-2-carboxamide